C1(CC1)N1C(=NC(=C1)C(F)(F)F)C1=CC=C(C=C1)CN1C(C=CC=2N=NC(=CC21)C=2C(=NC=NC2OC)C2CC2)=O 5-({4-[1-cyclopropyl-4-(trifluoromethyl)imidazol-2-yl]phenyl}methyl)-3-(4-cyclopropyl-6-methoxypyrimidin-5-yl)pyrido[3,2-c]pyridazin-6-one